methyl 7-cyclobutoxy-2-methylimidazo[1,2-a]pyridine-6-carboxylate C1(CCC1)OC1=CC=2N(C=C1C(=O)OC)C=C(N2)C